C(C)(C)(C)OC(NCCC1=C(C=CC=C1)Br)=O tert-butyl[2-(2-bromophenyl)ethyl]carbamate